C(C)OC1=C(C=C(C=C1)C)C1=CC=C(C(=N1)N1C(C[C@@H](C1)C)(C)C)C(=O)NS(=O)(=O)C=1C(NC=CC1)=O 6-(2-Ethoxy-5-methylphenyl)-N-[(2-oxo-1H-pyridin-3-yl)sulfonyl]-2-[(4S)-2,2,4-trimethylpyrrolidin-1-yl]pyridin-3-carboxamid